ClC=1C=CC(=NC1)[C@@]1(OC2=C(O1)C=CC=C2C2CCN(CC2)CC2=NC1=C(N2C)C=C(C=C1OC)C(=O)OC)C methyl (S)-2-((4-(2-(5-chloropyridin-2-yl)-2-methylbenzo[d][1,3]dioxol-4-yl)piperidin-1-yl)methyl)-4-methoxy-1-methyl-1H-benzo[d]imidazole-6-carboxylate